3-[3,4-dihydroxyphenyl]acrylic acid 1-[3,4-dihydroxyphenyl]-2-methoxycarbonylethyl ester OC=1C=C(C=CC1O)C(CC(=O)OC)OC(C=CC1=CC(=C(C=C1)O)O)=O